3-(2-(3-(2,3-bis(tert-butoxycarbonyl)guanidino)-benzamido)acetamido)-2-(2,6-dichlorobenzamido)propanoic acid C(C)(C)(C)OC(=O)N=C(NC=1C=C(C(=O)NCC(=O)NCC(C(=O)O)NC(C2=C(C=CC=C2Cl)Cl)=O)C=CC1)NC(=O)OC(C)(C)C